COC=1C=C(C=CC1)C1=CN=C(O1)CSC1=NC(=NC(=N1)C)N 4-({[5-(3-Methoxyphenyl)-1,3-oxazol-2-yl]methyl}sulfanyl)-6-methyl-1,3,5-triazin-2-amin